4-(3-chloro-2-fluoro-6-methoxyphenyl)-6-(1-methyl-1H-pyrazol-3-yl)nicotinic acid ClC=1C(=C(C(=CC1)OC)C1=CC(=NC=C1C(=O)O)C1=NN(C=C1)C)F